Cl.N[C@H](C)C1=NC=CC(=C1)C#N 2-[(1R)-1-aminoethyl]pyridine-4-carbonitrile-hydrochloride salt